C(C=C)OCC(C(=O)OC(C)(C)CC)=C tert-pentyl α-allyloxymethylacrylate